C(CCCCCCC)(=O)OCC(C)(COC(CCCCCCC)=O)C Neopentyl glycol dicaprylate